2-hydroxy-4-((18-methoxy-18-oxooctadec-9-en-7-yl) oxy)-3,6-dimethylbenzoate OC1=C(C(=O)[O-])C(=CC(=C1C)OC(CCCCCC)CC=CCCCCCCCC(=O)OC)C